C(C)(C)(C)[Si](OC(C)C=1C=CC(=NC1Cl)N1C=NC2=C1C=C(C(=C2)OC)OC)(C)C 1-(5-(1-((tertbutyl-dimethylsilyl)oxy)ethyl)-6-chloropyridin-2-yl)-5,6-dimethoxy-1H-benzo[d]imidazole